N1C=CC2=CC(=CC=C12)C(=O)N1CCN(CC1)C1=NC2=CC=CC=C2C(N1)=O 2-[4-(1H-indole-5-carbonyl)piperazin-1-yl]-3H-quinazolin-4-one